ClC1=NC=CC=C1CC(=O)N1CCC2=CC(=CC(=C12)F)C1=CC(=NC=C1)NC1=CC=NN1C 2-(2-chloropyridin-3-yl)-1-(7-fluoro-5-(2-((1-methyl-1H-pyrazol-5-yl)amino)pyridin-4-yl)indolin-1-yl)ethan-1-one